cyano(3-phenoxyphenyl)methyl 3-(2,2-dichloroethenyl)-2,2-dimethylcyclopropanecarboxylate ClC(=CC1C(C1C(=O)OC(C1=CC(=CC=C1)OC1=CC=CC=C1)C#N)(C)C)Cl